C(C)(C)N1[C@H]2CC(C[C@@H]1CC2)NC(OC(C)(C)C)=O tert-Butyl ((1R,3s,5S)-8-isopropyl-8-azabicyclo[3.2.1]octan-3-yl)carbamate